C1(CC1)C(=O)N1CCC(CC1)CN1N=C2C3=C(CCC2=C1)OC(=C3C(F)(F)F)C(=O)NC[C@H]3OCCC3 2-{[1-(Cyclopropancarbonyl)piperidin-4-yl]methyl}-N-{[(2S)-oxolan-2-yl]methyl}-8-(trifluoromethyl)-4,5-dihydro-2H-furo[2,3-g]indazol-7-carboxamid